The molecule is a member of the class of hexadecen-1-ols that is hexadecanol containing a double bond located at position 9 (the Z-geoisomer). It has a role as an epitope. CCCCCC/C=C\\CCCCCCCCO